CC(C)[Si](C=1OC=CN1)(C(C)C)C(C)C 2-[tris(propan-2-yl)silyl]-1,3-oxazole